C1(CC1)C\C=C(\C1=CC=CC=C1)/C=1C=C(N)C=CC1 (Z)-3-(3-cyclopropyl-1-phenylprop-1-enyl)aniline